FC(C=1C=C(CN2N=CC(=C2)C(=O)OCC)C=CC1CN1C(C=CC=C1)=O)F Ethyl 1-(3-(difluoromethyl)-4-((2-oxopyridin-1(2H)-yl)methyl)benzyl)-1H-pyrazole-4-carboxylate